NC(CCP(O)(=O)C(C)C)=NO (3-amino-3-(hydroxyimino)propyl)(isopropyl)phosphinic acid